FC1=CC2=C(N(C(N2)=O)CC2=CC=C(C=C2)CN2C(CCC2)=O)C=C1 5-fluoro-1-(4-((2-oxopyrrolidin-1-yl)methyl)benzyl)-1,3-dihydro-2H-benzo[d]imidazol-2-one